6-Chloro-8-(4-chloro-phenyl)-9-cyclopropylmethyl-9H-pyrido[3,4-b]indole ClC=1C=C2C3=C(N(C2=C(C1)C1=CC=C(C=C1)Cl)CC1CC1)C=NC=C3